5-(dimethylamino)pentyl 2-(3,5-dichlorophenyl)benzo[d]oxazole-6-carboxylate ClC=1C=C(C=C(C1)Cl)C=1OC2=C(N1)C=CC(=C2)C(=O)OCCCCCN(C)C